tert-butyl 4-(5-(6-bromo-3-methyl-1H-indol-2-yl)pyridin-2-yl)piperazine-1-carboxylate BrC1=CC=C2C(=C(NC2=C1)C=1C=CC(=NC1)N1CCN(CC1)C(=O)OC(C)(C)C)C